FC1(C(NC(N=C1C(=O)[O-])=O)=O)C(=O)[O-] 5-fluorouracil-dicarboxylate